fluoro-N-(6-methoxy-2-vinylpyridin-3-yl)-5-(trifluoromethyl)benzamide FC1=C(C(=O)NC=2C(=NC(=CC2)OC)C=C)C=C(C=C1)C(F)(F)F